F\C(\C(=O)N1[C@H](CN(CC1)C1=NC(=NC2=C(C(=CC=C12)C1=CC=CC2=CC=CC(=C12)Cl)F)OC[C@H]1N(CCC1)C)CC#N)=C/C1=NC=CC=C1 2-((S)-1-((Z)-2-fluoro-3-(pyridin-2-yl)acryloyl)-4-(8-fluoro-7-(8-chloronaphthalen-1-yl)-2-(((S)-1-methylpyrrolidin-2-yl)methoxy)quinazolin-4-yl)piperazin-2-yl)acetonitrile